N1N=CC2=CC(=CC=C12)NC1=NC(=NC=C1Cl)NC1=CC=C2CCNC(C2=C1)=O 7-((4-((1H-indazol-5-yl)amino)-5-chloropyrimidin-2-yl)amino)-3,4-dihydroisoquinolin-1(2H)-one